(R)-N-(5-chloro-6-(2H-1,2,3-triazol-2-yl)pyridin-3-yl)-1-(1-(1-hydroxyethyl)isoquinolin-4-yl)-5-(trifluoromethyl)-1H-pyrazole-4-carboxamide ClC=1C=C(C=NC1N1N=CC=N1)NC(=O)C=1C=NN(C1C(F)(F)F)C1=CN=C(C2=CC=CC=C12)[C@@H](C)O